2-{[(6-Bromo-3-fluoropyridin-2-yl)methyl](4-methoxybenzyl)amino}-1-cyclopropylethanol BrC1=CC=C(C(=N1)CN(CC(O)C1CC1)CC1=CC=C(C=C1)OC)F